NCCC[Si](O[Si](C)(C)C)(O[Si](C)(C)C)O[Si](C)(C)C aminopropyl-tri(trimethylsiloxy)silane